tert-butyl 3-[4-[8-[(2S,3R)-3-tert-butoxycarbonyloxy-2-methyl-azetidin-1-yl]-5-methoxy-imidazo[1,2-a]pyrazin-6-yl]pyrazol-1-yl]azetidine-1-carboxylate C(C)(C)(C)OC(=O)O[C@H]1[C@@H](N(C1)C=1C=2N(C(=C(N1)C=1C=NN(C1)C1CN(C1)C(=O)OC(C)(C)C)OC)C=CN2)C